2-methyl-7-(7-(3-(methylamino)piperidine-1-carbonyl)-2,3-dihydro-4H-pyrido[3,2-b][1,4]oxazin-4-yl)-[1,2,4]triazolo[4,3-a]pyridin-3(2H)-one trifluoroacetate salt FC(C(=O)O)(F)F.CN1N=C2N(C=CC(=C2)N2C3=C(OCC2)C=C(C=N3)C(=O)N3CC(CCC3)NC)C1=O